NCCOC(C(CN(CC1=CC=CC=C1)CC1=CC=CC=C1)F)C 3-(2-Aminoethoxy)-N,N-dibenzyl-2-fluoro-butan-1-amine